Cl.CC1(C(NC2=C(O1)C(=NC=N2)N2CC(CCC2)(C)CNS(=O)(=O)N)=O)C N-((1-(6,6-dimethyl-7-oxo-7,8-dihydro-6H-pyrimido[5,4-b][1,4]oxazin-4-yl)-3-methylpiperidin-3-yl)methyl)sulfamide hydrochloride